(2S,4R)-4-(methylsulfanyl)-1-((4-phenoxybenzoyl)glycyl)pyrrolidine-2-carboxylic acid methyl ester COC(=O)[C@H]1N(C[C@@H](C1)SC)C(CNC(C1=CC=C(C=C1)OC1=CC=CC=C1)=O)=O